C(#N)[C@H](C[C@H]1C(NCCC1)=O)NC([C@@H](CC1CC1)N1C(=CC2=C(C=CC=C12)OC)C(=O)N)=O [(1R)-2-[[(1S)-1-cyano-2-[(3S)-2-oxo-3-piperidyl]ethyl]amino]-1-(cyclopropylmethyl)-2-oxo-ethyl]-4-methoxy-1H-indole-2-carboxamide